N1C=NC(=CC1=O)C1=NC=NC=C1 [4,4'-bipyrimidin]-6(1H)-one